ClC1=C(C=CC(=C1)[N+](=O)[O-])S(=O)(=O)N1CCCCC1 1-((2-chloro-4-nitrophenyl)sulfonyl)piperidine